C(C)C1=CC2=C(C3=CC=CC=C3C(=C2C=C1)OCCCCCCCCCCCCCCCCCCCCC(=O)OCCCC)OCCCCCCCCCCCCCCCCCCCCC(=O)OCCCC 2-ethyl-9,10-bis(n-butoxycarbonyleicosyleneoxy)anthracene